C[C@@H]1N(C[C@H](N(C1)C=1C=C2C(=CC=NC2=CC1)N[C@H](C)C1=C(C(=CC=C1)C(F)(F)F)C)C)C(C)=O 1-((2S,5R)-2,5-dimethyl-4-(4-(((R)-1-(2-methyl-3-(trifluoromethyl)phenyl)ethyl)amino)quinolin-6-yl)piperazin-1-yl)ethan-1-one